norbornanetrimethanol C12(C(CC(CC1)C2)(CO)CO)CO